tert-butyl (2S,6S)-4-[2-[(1-tert-butoxycarbonylpyrrolidin-3-yl)methoxy]-1,3-benzothiazol-4-yl]-2,6-dimethyl-piperazine-1-carboxylate C(C)(C)(C)OC(=O)N1CC(CC1)COC=1SC2=C(N1)C(=CC=C2)N2C[C@@H](N([C@H](C2)C)C(=O)OC(C)(C)C)C